(R)-N-(4-(3-((5-chloro-4-methoxypyrimidin-2-yl)amino)pyrrolidine-1-carbonyl)-2-methoxyphenyl)acrylamide ClC=1C(=NC(=NC1)N[C@H]1CN(CC1)C(=O)C1=CC(=C(C=C1)NC(C=C)=O)OC)OC